methyl 1-(5-(2,3-dihydrobenzofuran-6-yl)-2,3-dihydro-1H-inden-1-yl)-piperidine-4-carboxylate O1CCC2=C1C=C(C=C2)C=2C=C1CCC(C1=CC2)N2CCC(CC2)C(=O)OC